3-[1-(4-methylcyclohex-3-en-1-yl)ethenoxy]-5-pentylphenol CC1=CCC(CC1)C(=C)OC=1C=C(C=C(C1)CCCCC)O